C(C)(=O)N(C1=CC=C(C=C1)C1=CC=C(C=N1)C(=O)NCC=1C(=NC=CC1)C)CC1CC1 6-[4-[acetyl(cyclopropylmethyl)amino]phenyl]-N-[(2-methyl-3-pyridyl)methyl]pyridine-3-carboxamide